COC1=C(C(=CC(=C1)C=1C2=C(C(N(C1)C)=O)NN=C2)OC)CN2CCC(CC2)CC(=O)N2CCC(CC2)C2=CC=C(NC1C(NC(CC1)=O)=O)C=C2 3-[4-[1-[2-[1-[[2,6-dimethoxy-4-(6-methyl-7-oxo-1H-pyrazolo[3,4-c]pyridin-4-yl)phenyl]methyl]-4-piperidyl]acetyl]-4-piperidyl]anilino]piperidine-2,6-dione